2-[(2,6-dichlorophenyl)amino]benzene methyl-4-((4-cyanophenyl)sulfonamido)-3-(4-fluorophenyl)-1-methyl-1H-pyrazole-5-carboxylate COC(=O)C1=C(C(=NN1C)C1=CC=C(C=C1)F)NS(=O)(=O)C1=CC=C(C=C1)C#N.ClC1=C(C(=CC=C1)Cl)NC1=CC=CC=C1